COC1=C(C=CC=C1)C1=NC=CC(=N1)N 2-(2-methoxyphenyl)pyrimidin-4-amine